2-chloro-6-(4-(2,4-dioxooxazolidin-3-yl)piperidin-1-yl)-4-ethylpyridine ClC1=NC(=CC(=C1)CC)N1CCC(CC1)N1C(OCC1=O)=O